(R)-4-methyl-6-(4-((4-(4-methyl-1-oxo-1,3-dihydroisobenzofuran-5-yl)-1,1-dioxido-1,2,5-thiadiazolidin-2-yl)methyl)-1H-pyrazol-1-yl)nicotinonitrile CC1=CC(=NC=C1C#N)N1N=CC(=C1)CN1S(N[C@@H](C1)C=1C(=C2COC(C2=CC1)=O)C)(=O)=O